C[C@@H]1N(CC[C@H]2[C@@H](CCC[C@H]12)[C@@H](C(F)(F)F)O)C(CC1=C(C#N)C(=CC=C1Cl)OC)=O 2-[2-[(1S,4aR,5R,8aS)-1-methyl-5-[(1S)-2,2,2-trifluoro-1-hydroxyethyl]-3,4,4a,5,6,7,8,8a-octahydro-1H-isoquinolin-2-yl]-2-oxoethyl]-3-chloro-6-methoxybenzonitrile